(S)-4-(2-(4-(2-acetyl-5-chlorophenyl)-3-(2-hydroxyethoxy)-6-oxopyridazin-1(6H)-yl)-3-phenylpropionamido)benzoic acid tert-butyl ester C(C)(C)(C)OC(C1=CC=C(C=C1)NC([C@H](CC1=CC=CC=C1)N1N=C(C(=CC1=O)C1=C(C=CC(=C1)Cl)C(C)=O)OCCO)=O)=O